ClCC=1N=NC(=CC1)OC 3-(chloromethyl)-6-methoxy-pyridazine